2-butyl-4-methoxyquinolin-6-ol C(CCC)C1=NC2=CC=C(C=C2C(=C1)OC)O